normal pentyl methacrylate C(C(=C)C)(=O)OCCCCC